C(#N)C(CC12CCC(CC1)(CC2)C2=CC=C(C=C2)C#N)NC(=O)[C@H]2OCCCNC2 (2S)-N-(1-cyano-2-(4-(4-cyanophenyl)bicyclo[2.2.2]octan-1-yl)ethyl)-1,4-oxazepane-2-carboxamide